2-chloro-N-(5-chloro-3-fluoro-2-pyridinyl)-5-[(2S)-2-(trifluoromethylsulfonylamino)propoxy]pyridine-3-carboxamide ClC1=NC=C(C=C1C(=O)NC1=NC=C(C=C1F)Cl)OC[C@H](C)NS(=O)(=O)C(F)(F)F